C(C1=CC=CC=C1)OC1=C(C=C(C=C1F)CCO)F 2-(4-(benzyloxy)-3,5-difluorophenyl)ethan-1-ol